C(C1=CC(C(=O)OCC)=CC=C1)(=O)OCC diethyl isophthalate